C(C=C)S allylhydrosulfide